3-(difluoromethoxy)-4-(4-((difluoromethyl)sulfonyl)-3-methylphenyl)-5-(methyl-sulfonyl)-1H-indazole FC(OC1=NNC2=CC=C(C(=C12)C1=CC(=C(C=C1)S(=O)(=O)C(F)F)C)S(=O)(=O)C)F